(4-chloro-2-(naphthalen-1-yl)phenyl)diphenylphosphine ClC1=CC(=C(C=C1)P(C1=CC=CC=C1)C1=CC=CC=C1)C1=CC=CC2=CC=CC=C12